3-[2-(benzenesulfonyl)vinyl]azetidine-1-carboxylic acid tert-butyl ester C(C)(C)(C)OC(=O)N1CC(C1)C=CS(=O)(=O)C1=CC=CC=C1